tetraglycidyl-(4,4'-methylenedianiline) C(C1CO1)N(C1=CC=C(C=C1)CC1=CC=C(N(CC2CO2)CC2CO2)C=C1)CC1CO1